1-(7-(2-(2-chlorophenyl)-4,4-dimethylpiperidine-1-carbonyl)-5,5-difluoro-2,7-diazaspiro[3.5]nonan-2-yl)prop-2-en-1-one ClC1=C(C=CC=C1)C1N(CCC(C1)(C)C)C(=O)N1CC(C2(CN(C2)C(C=C)=O)CC1)(F)F